7-bromo-3-[(Z)-4-(tert-butoxycarbonylamino)-2-fluoro-but-2-enyl]-2-methyl-benzimidazole-5-carboxylic acid methyl ester COC(=O)C1=CC2=C(N=C(N2C/C(=C/CNC(=O)OC(C)(C)C)/F)C)C(=C1)Br